4-[5-(2-amino-1-hydroxyethyl)pyridin-2-yl]-3-[(5-phenylimidazol-1-yl)methyl]benzonitrile NCC(O)C=1C=CC(=NC1)C1=C(C=C(C#N)C=C1)CN1C=NC=C1C1=CC=CC=C1